4-fluoro-N-(1-(2-hydroxyethyl)-2-oxopyrrolidin-3-yl)-2-methyl-5-((4-methylthiazol-5-yl)methoxy)benzofuran-3-carboxamide FC1=C(C=CC2=C1C(=C(O2)C)C(=O)NC2C(N(CC2)CCO)=O)OCC2=C(N=CS2)C